C1=CC=C2C(=C1)C=CC=C2NC3=CC=C(C=C3)NC4=CC=CC5=CC=CC=C54 N,N'-dinaphthyl-p-phenylenediamine